5-amino-2-indolone NC1=CC2=CC(N=C2C=C1)=O